COC(=O)C=1C=CC2=C(N(C=N2)CC2COC2)C1 1-(oxetane-3-ylmethyl)-1H-Benzo[d]imidazole-6-carboxylic acid methyl ester